tert-butyl 4-((2-(2,6-dioxopiperidin-3-yl)-1-oxoisoindoline-5-yl)amino)piperidine-1-carboxylate O=C1NC(CCC1N1C(C2=CC=C(C=C2C1)NC1CCN(CC1)C(=O)OC(C)(C)C)=O)=O